COC1=CC=C(C=C1)C(=C)B1OC(C(O1)(C)C)(C)C 2-(1-(4-methoxyphenyl)vinyl)-4,4,5,5-Tetramethyl-1,3,2-dioxaborolane